NC1=NC2=CC=C(C=C2C=C1C)C(=O)N(CC1=NC=C(C=C1)C(F)(F)F)[C@@H]1C=2C=CNC2CCC1 2-amino-3-methyl-N-((4S)-4,5,6,7-tetrahydro-1H-indol-4-yl)-N-((5-(trifluoromethyl)-2-pyridinyl)methyl)-6-quinolinecarboxamide